2-(tetrahydrofurfuryl)tetrahydropyran C(C1CCCO1)C1OCCCC1